OC1=C(N(S(C2=C1C=CC=C2)(=O)=O)C)C(=O)NC=2SC(=CN2)C 4-hydroxy-2-methyl-N-(5-methyl-2-thiazolyl)-2H-1,2-benzothiazine-3-carboxamide-1,1-dioxide